BrC1=CC=C(C=C1)[C@]12[C@](C=3C(=NC(=CC3O1)Cl)OC)([C@@H]([C@@H]([C@H]2C2=CC=CC=C2)CN(C)CC(F)F)O)O |r| rac-(5aR,6S,7S,8R,8aS)-5a-(4-bromophenyl)-3-chloro-7-(((2,2-difluoroethyl)(methyl)amino)methyl)-1-methoxy-6-phenyl-5a,6,7,8-tetrahydro-8aH-cyclopenta[4,5]furo[3,2-c]pyridine-8,8a-diol